4-(2-chloro-4-fluorophenoxy)-5-(7-methoxy-1-methyl-1H-pyrrolo[2,3-c]pyridin-3-yl)-2-methylaniline ClC1=C(OC2=CC(=C(N)C=C2C2=CN(C3=C(N=CC=C32)OC)C)C)C=CC(=C1)F